di-(2-chloroethylmethylene)cyclohexane ClCCC=C1C(CCCC1)=CCCCl